O=C1NC(CCC1N1C(N(C2=C1C=CC=C2N2CCC(CC2)N(CCN2N=C1C=C(C(=CC1=C2)NC(=O)C=2C=NN1C2N=CC=C1)F)C)C)=O)=O N-[2-[2-[[1-[1-(2,6-dioxo-3-piperidyl)-3-methyl-2-oxo-benzimidazol-4-yl]-4-piperidyl]-methyl-amino]ethyl]-6-fluoro-indazol-5-yl]pyrazolo[1,5-a]pyrimidine-3-carboxamide